O1CCNCC=2C1=NC1=CC=CC=C1C2 2,3,4,5-tetrahydro-[1,4]oxazepino[7,6-b]quinoline